BrC1=CC(=C(C(=C1)Cl)C(=O)C1=CC=C(C=C1)OC)Cl (4-bromo-2,6-dichloro-phenyl)-(4-methoxyphenyl)methanone